N(C(=N)N)CC(=O)NC1=C(C=C(C=C1)S(=O)(=O)NC1=C(N=CS1)C(=O)O)OC(F)(F)F 5-[[4-[(2-guanidinoacetyl)amino]-3-(trifluoromethoxy)phenyl]sulfonylamino]thiazole-4-carboxylic acid